BrC=1C=C(N(N1)C1=NC=CC=C1Cl)C(=O)NC1=C(C=C(C=C1F)I)C(N)=O 5-bromo-N-(2-carbamoyl-6-fluoro-4-iodo-phenyl)-2-(3-chloro-2-pyridyl)pyrazole-3-carboxamide